C(CCC)P([O-])(=O)CCCC di-n-butyl-phosphinate